C(N)(=O)C1=CC(=NC2=C1N=CN=C2N[C@@H]2CN(CCC2)C(=O)OC(C)(C)C)Cl tert-butyl (3S)-3-([8-carbamoyl-6-chloropyrido[3,2-d]pyrimidin-4-yl] amino)piperidine-1-carboxylate